C1(CCCC1)N1N=NC2=C1C=CC(=C2)C2=NC(=NO2)C2=CC(=NC=C2)OC 1-cyclopentyl-5-[3-(2-methoxypyridin-4-yl)-1,2,4-oxadiazol-5-yl]-1H-1,2,3-benzotriazole